C(C1=CC=CC=C1)(=O)[C@@H]1C[C@@H]([C@@H](CC1)N(C(OC(C)(C)C)=O)C)O[Si](C)(C)C(C)(C)C 1,1-dimethylethyl N-[(1R,2S,4S)-4-benzoyl-2-[1,1-dimethylethyl(dimethyl)silyl]oxy-cyclohexyl]-N-methyl-carbamate